(3S)-N-((4-chlorophenyl)(3-fluoro-5-(trifluoromethyl)phenyl)methyl)-5-oxopyrrolidine-3-carboxamide ClC1=CC=C(C=C1)C(NC(=O)[C@@H]1CNC(C1)=O)C1=CC(=CC(=C1)C(F)(F)F)F